(rac)-tert-butyl-2-[6-amino-5-(trifluoromethyl)pyridin-3-yl]-6,7-dihydrospiro[pyrazolo[5,1-c][1,4]oxazine-4,3'-pyrrolidine]-1'-carboxylate C(C)(C)(C)OC(=O)N1C[C@@]2(CC1)OCCN1C2=CC(=N1)C=1C=NC(=C(C1)C(F)(F)F)N |r|